4-(2-(4-aminopiperidin-1-yl)-6-(2-(trifluoromethyl)phenyl)-5,6,7,8-tetrahydropyrido[4,3-d]pyrimidin-4-yl)-2-fluorobenzonitrile NC1CCN(CC1)C=1N=C(C2=C(N1)CCN(C2)C2=C(C=CC=C2)C(F)(F)F)C2=CC(=C(C#N)C=C2)F